tert-butyl (1R,2R)-1-(2-bromo-5-fluoropyridin-4-yl)-2-(2,5-difluorophenyl)-2-hydroxyethylcarbamate BrC1=NC=C(C(=C1)[C@H]([C@H](O)C1=C(C=CC(=C1)F)F)NC(OC(C)(C)C)=O)F